BrC=1C=C(C=CC1)CN=S(=O)(C)C (3-bromophenyl)methylimino-dimethyl-oxo-lambda6-Sulfane